[Cl-].C[N+](CCCCCCCCCCCCCCCCCC)(CCC[Si](OC)(OC)OC)C N,N-Dimethyl-N-(3-(Trimethoxysilyl)Propyl)-1-Octadecanaminium Chloride